ClC=1C(=C(OC(CC(C(=O)C2=CC=C(C=C2)F)(F)F)C)C(=CC1)F)F 4-(3-chloro-2,6-difluorophenoxy)-2,2-difluoro-1-(4-fluorophenyl)pentan-1-one